ClC1=CC=C(COC2=CC(=NC3=CC=CC=C23)C(=O)NCC=2C=C(C=CC2)/C=C/C(=O)OC)C=C1 Methyl (E)-3-(3-((4-((4-chlorobenzyl)oxy)quinoline-2-carboxamido)methyl)phenyl)acrylate